L-3,4-dihydroxybenzene OC=1C=CC=CC1O